(S)-7-chloro-2-ethyl-5-[pyrrol-2-yl]-1,4-dihydroisoquinolin-3(2H)-one ClC1=CC(=C2CC(N(CC2=C1)CC)=O)C=1NC=CC1